6-{1-[N-methyl-5-(1H-indole-2-carbonyl)-4H,5H,6H,7H-pyrazolo[1,5-a]pyrazine-3-amido]cyclopropyl}pyridine-3-carboxylic acid CN(C(=O)C=1C=NN2C1CN(CC2)C(=O)C=2NC1=CC=CC=C1C2)C2(CC2)C2=CC=C(C=N2)C(=O)O